7-bromo-5-chloro-2-(1-methyl-1H-pyrazol-5-yl)[1,2,4]triazolo[1,5-c]quinazoline BrC1=CC=CC=2C=3N(C(=NC12)Cl)N=C(N3)C3=CC=NN3C